OC1=C(C(NCC1)=O)C(NC1=C(C=CC=C1)OC(F)(F)F)=S 4-hydroxy-2-oxo-N-[2-(trifluoromethoxy)phenyl]-1,2,5,6-tetrahydropyridine-3-carbothioamide